2-chloro-aza-phenylaniline ClC1=C(C=CC=N1)NC1=CC=CC=C1